N1=CN=CC2=C1NC1=CC=CC=C21 pyrimido[4,5-B]indole